2-methyl-6-chloro-9-acryloyloxy-10-phenoxy-1,4-dihydro-1,4-methanoanthracene CC=1C2C3=C(C4=CC=C(C=C4C(=C3C(C1)C2)OC2=CC=CC=C2)Cl)OC(C=C)=O